1,3-bis(dichlorophosphinyl)benzene ClP(=O)(C1=CC(=CC=C1)P(=O)(Cl)Cl)Cl